COC1(CCCC1)OC 1,1-dimethoxycyclopentane